ClC=1C=CC(=C(C1)C1C(C1)C(=O)NC1=NC=CC(=C1)NCC=1N=C2N(C=C(C=C2N2CCN(CC2)C)C2CC2)C1)C#N 2-(5-chloro-2-cyanophenyl)-N-(4-(((6-cyclopropyl-8-(4-methyl-piperazin-1-yl)imidazo[1,2-a]pyridin-2-yl)methyl)amino)pyridin-2-yl)cyclopropane-1-carboxamide